3-chloro-N-(2,4-dimethoxybenzyl)-2,4,6-trifluoro-N-(1,2,4-thiadiazol-5-yl)benzenesulfonamide ClC=1C(=C(C(=CC1F)F)S(=O)(=O)N(C1=NC=NS1)CC1=C(C=C(C=C1)OC)OC)F